1-cyclohexyl-N-[4-[2-[[4-(dimethylamino)-cyclohexyl]amino]-8-isopropyl-7-oxo-pteridin-6-yl]-2-fluoro-phenyl]methanesulfonamide C1(CCCCC1)CS(=O)(=O)NC1=C(C=C(C=C1)C1=NC=2C=NC(=NC2N(C1=O)C(C)C)NC1CCC(CC1)N(C)C)F